threonylthreonyltyrosylalanylaspartylphenylalanylisoleucylalanylserylglycylarginylthreonylglycylarginylarginylasparaginylalanylisoleucylhistidylaspartic acid N[C@@H]([C@H](O)C)C(=O)N[C@@H]([C@H](O)C)C(=O)N[C@@H](CC1=CC=C(C=C1)O)C(=O)N[C@@H](C)C(=O)N[C@@H](CC(=O)O)C(=O)N[C@@H](CC1=CC=CC=C1)C(=O)N[C@@H]([C@@H](C)CC)C(=O)N[C@@H](C)C(=O)N[C@@H](CO)C(=O)NCC(=O)N[C@@H](CCCNC(N)=N)C(=O)N[C@@H]([C@H](O)C)C(=O)NCC(=O)N[C@@H](CCCNC(N)=N)C(=O)N[C@@H](CCCNC(N)=N)C(=O)N[C@@H](CC(N)=O)C(=O)N[C@@H](C)C(=O)N[C@@H]([C@@H](C)CC)C(=O)N[C@@H](CC1=CNC=N1)C(=O)N[C@@H](CC(=O)O)C(=O)O